FC(C1=NN(C=C1NC(=O)C=1N=C(OC1)C1=CC(=NC=C1)N(C(OC(C)(C)C)=O)CC(F)(F)F)C1CCNCC1)F tert-butyl (4-(4-((3-(difluoromethyl)-1-(piperidin-4-yl)-1H-pyrazol-4-yl)carbamoyl)oxazol-2-yl)pyridin-2-yl)(2,2,2-trifluoroethyl)carbamate